C(CCC)OC(=O)N1C(CN(CC1)C1=NC(=CC=C1)OCC1=C(C=C(C=C1)C#N)F)CO 4-(6-((4-cyano-2-fluorobenzyl)oxy)pyridin-2-yl)-2-(hydroxymethyl)piperazine-1-carboxylic acid Butyl ester